5-(benzylamino)hexahydrocyclopenta[c]Pyrrole-2(1H)-carboxylic acid tert-butyl ester C(C)(C)(C)OC(=O)N1CC2C(C1)CC(C2)NCC2=CC=CC=C2